FC1(C2CNCC1CC2)F 8,8-difluoro-3-azabicyclo[3.2.1]octan